2-(4-bromophenyl)-4,6-dichloro-5-(2-methoxyphenoxy)pyrimidine BrC1=CC=C(C=C1)C1=NC(=C(C(=N1)Cl)OC1=C(C=CC=C1)OC)Cl